FC(C1=C(C=C2CCCN(C2=C1)C=1C=2C=C(C(N(C2C=C(C1)C(C)C)C)=O)C)C=1C=CC(=NC1)C(=O)NCC1=CC(=CC=C1)C1=C2CN(C(C2=CC=C1)=O)C1C(NC(CC1)=O)=O)F 5-(7-(Difluoromethyl)-7'-isopropyl-1',3'-dimethyl-2'-oxo-1',2',3,4-tetrahydro-2H-[1,5'-biquinolin]-6-yl)-N-(3-(2-(2,6-dioxopiperidin-3-yl)-1-oxoisoindolin-4-yl)benzyl)picolinamide